(1aR,5aR)-2-(2,4-Difluoro-phenyl)-1a,2,5,5a-tetrahydro-1H-2,3-diaza-cyclopropa[a]pentalene-4-carboxylic acid (3-methyl-pyridin-2-yl)-amide CC=1C(=NC=CC1)NC(=O)C=1C=2C[C@@H]3[C@H](C2N(N1)C1=C(C=C(C=C1)F)F)C3